2-chloro-5-{[(2,2,2-trifluoroacetyl)amino]methyl}benzoic acid ClC1=C(C(=O)O)C=C(C=C1)CNC(C(F)(F)F)=O